3-(2-oxo-6-(piperidin-4-yl)benzo[d]oxazol-3(2H)-yl)piperidine-2,6-dione O=C1OC2=C(N1C1C(NC(CC1)=O)=O)C=CC(=C2)C2CCNCC2